CN(C1CCC(CC1)NC(=O)C1=NC(=CC=C1)C1=CC2=C(C=CC=C2C=C1)NC(C=C)=O)CCNC N-[4-[methyl-[2-(methylamino)ethyl]amino]cyclohexyl]-6-[8-(prop-2-enoylamino)-2-naphthyl]pyridine-2-carboxamide